BrC1=C(C=C2C(=NC(=NC2=C1F)OC[C@]12CCCN2C[C@@H](C1)F)N1C2CN(CC1CC2)C(=O)OC(C)(C)C)Cl tert-butyl 8-(7-bromo-6-chloro-8-fluoro-2-(((2R,7aS)-2-fluorotetrahydro-1H-pyrrolizin-7a(5H)-yl)methoxy)quinazolin-4-yl)-3,8-diazabicyclo[3.2.1]octane-3-carboxylate